FC1=C2CN(C(C2=CC(=C1C)CC1=CC=C(C=C1)OC)=O)[C@H]1COCC[C@@H]1O 4-fluoro-2-[(3S,4S)-4-hydroxytetrahydro-2H-pyran-3-yl]-6-(4-methoxybenzyl)-5-methyl-2,3-dihydro-1H-isoindol-1-one